F\C(\CN1C(C2=CC=CC=C2C1=O)=O)=C\1/CNCC1 (Z)-2-(2-fluoro-2-(pyrrolidin-3-ylidene)ethyl)isoindoline-1,3-dione